3-oxoundecane-1-sulfonate potassium [K+].O=C(CCS(=O)(=O)[O-])CCCCCCCC